Benzene-1,2-diol C=1(C(=CC=CC1)O)O